Cl.Cl.CC1=C(C2=C(N=N1)SC1=C2N=CN=C1N1CC(C1)OC=1C=NN(C1)C)C 3,4-dimethyl-8-[3-(1-methylpyrazol-4-yl)oxyazetidin-1-yl]pyrimido[4',5':4,5]thieno[2,3-c]pyridazine dihydrochloride